O=C1NC(CCC1NC1=CC(=C(C=C1)N1CCN(CC1)CC1(CCN(CC1)C(=O)OC(C)(C)C)O)F)=O tert-butyl 4-((4-(4-((2,6-dioxopiperidin-3-yl)amino)-2-fluorophenyl)piperazin-1-yl)methyl)-4-hydroxypiperidine-1-carboxylate